1-benzyl-4-(chloromethyl)piperidine-4-carboxylic acid hydrochloride Cl.C(C1=CC=CC=C1)N1CCC(CC1)(C(=O)O)CCl